ClC=1C=C(C(=C(C1)C1(COCC1)O)N1CCOCC1)C 3-(5-chloro-3-methyl-2-morpholinophenyl)tetrahydrofuran-3-ol